methyl-2-indolinone CN1C(CC2=CC=CC=C12)=O